CC1=CC=C(C=C1)S(=O)(=O)O.COC(C(C)(C)C1=CC=C(C=C1)C1CNC1)=O 2-(4-(azetidin-3-yl)phenyl)-2-methylpropanoic acid methyl ester 4-methylbenzenesulfonate